C(C)(C)(C)[Si](C1=CC=CC=C1)(C1=CC=CC=C1)CCCC[C@H]1OC1 tert-butyl-[4-[(2R)-oxiran-2-yl]butyl]-diphenyl-silane